CSC=1N=CC2=C(N1)CNC2=O 2-(methylthio)-6,7-dihydro-5H-pyrrolo[3,4-d]pyrimidin-5-one